C1(=CC=C(C=C1)N(C1=CC=C(C=C1)C1=CC=CC=C1)C1=CC=C(C=C1)C1(C2=CC=CC=C2C=2C=CC=CC12)C1=CC=C(C=C1)N(C1=CC=C(C=C1)C1=CC=CC=C1)C1=CC=C(C=C1)C1=CC=CC=C1)C1=CC=CC=C1 9,9-bis[4-(N,N-bis-biphenyl-4-ylamino)phenyl]-9H-fluorene